dihydroxy-β-carotene OC([C@@]1(C)CCCC(C)=C1\C=C\C(\C)=C\C=C\C(\C)=C\C=C\C=C(/C)\C=C\C=C(/C)\C=C\C1=C(C)CCCC1(C)C)O